2-(1-tert-butoxycarbonyl-4-piperidyl)-7-isopropoxy-imidazo[1,2-a]pyridine-6-carboxylic acid C(C)(C)(C)OC(=O)N1CCC(CC1)C=1N=C2N(C=C(C(=C2)OC(C)C)C(=O)O)C1